FC(C=1C(=C(C=CC1)C(C)NC=1C2=C(N=C(N1)C)NC(C(=C2)OC2=CC=CC=C2)=O)F)F 4-((1-(3-(difluoromethyl)-2-fluorophenyl)ethyl)amino)-2-methyl-6-phenoxypyrido[2,3-d]pyrimidin-7(8H)-one